C(\C=C\C1=CC=C(C=C1)O)O p-coumarylalcohol